Cl.OC1=CC=C(CNC(=N)N)C=C1 1-(4-hydroxybenzyl)guanidine hydrochloride